2-((S)-3-carboxybutanoyl)-4-fluoro-6-hydroxybenzo[b]thiophen C(=O)(O)[C@H](CC(=O)C1=CC2=C(S1)C=C(C=C2F)O)C